2-((1,4-dioxo-1,4-dihydronaphthalen-2-yl)amino)-N,N-DIETHYLETHAN-1-aminium chloride [Cl-].O=C1C(=CC(C2=CC=CC=C12)=O)NCC[NH+](CC)CC